(4,5-dibromothiophen-2-yl)methanol BrC=1C=C(SC1Br)CO